[(3R,5S,8R,9S,10S,13S,14S,17S)-17-acetyl-10,13-dimethyl-2,3,4,5,6,7,8,9,11,12,14,15,16,17-tetradecahydro-1H-cyclopenta[a]phenanthren-3-yl]5-acetoxy-2-methyl-pentanoate C(C)(=O)[C@H]1CC[C@H]2[C@@H]3CC[C@H]4C[C@@H](CC[C@@]4([C@H]3CC[C@]12C)C)OC(C(CCCOC(C)=O)C)=O